Dimethyl-4,4'-biphenyl CC1=CC=C(C=C1)C1=CC=C(C=C1)C